O=C1CCC(CC1)N1CCN(C2=CC=CC=C12)[C@H]1C(NC(CC1)=O)=O (3R)-3-[4-(4-oxocyclohexyl)-2,3-dihydroquinoxalin-1-yl]piperidine-2,6-dione